3-({5-bromo-4-[(3-fluorobenzyl)amino]pyrimidin-2-yl}amino)-N-(piperidin-3-yl)benzamide BrC=1C(=NC(=NC1)NC=1C=C(C(=O)NC2CNCCC2)C=CC1)NCC1=CC(=CC=C1)F